5-(isoindolin-2-ylmethyl)-2-((1-(methylsulfonyl)piperidin-4-yl)methoxy)benzenesulfonamide C1N(CC2=CC=CC=C12)CC=1C=CC(=C(C1)S(=O)(=O)N)OCC1CCN(CC1)S(=O)(=O)C